1,2-benzisothiazolin-3-one potassium salt [K].S1NC(C2=C1C=CC=C2)=O